CC=1N=C(C=2N(C1)C=C(N2)C2=NC1=CC=C(C=C1C(N2)=O)N2CCN(CC2)C)C 2-(6,8-dimethylimidazo[1,2-a]pyrazin-2-yl)-6-(4-methylpiperazin-1-yl)quinazolin-4(3H)-one